NC(C)C(C1=C(C=CC(=C1)OC)OC)O α-(1-Aminoethyl)-2,5-dimethoxybenzyl alcohol